tert-butyl (2-((isopropylthio)methyl)pyridin-4-yl)carbamate C(C)(C)SCC1=NC=CC(=C1)NC(OC(C)(C)C)=O